NC1=C(C2=C(S1)C(=CC=C2C2=C(C=C1C(=NC(=NC1=C2F)OC[C@]21CCCN1C[C@@H](C2)F)N2CC1(CCCN1)CC2)Cl)F)C#N 2-amino-4-(6-chloro-8-fluoro-2-(((2R,7aS)-2-fluorotetrahydro-1H-pyrrolizin-7a(5H)-yl)methoxy)-4-(1,7-diazaspiro[4.4]nonan-7-yl)quinazolin-7-yl)-7-fluorobenzo[b]thiophene-3-carbonitrile